methyl-α-aminopropionic acid CC(C(=O)O)(C)N